bis(di-t-butyl-(4-dimethylaminophenyl)phosphine) palladium (II) dichloride [Pd](Cl)Cl.C(C)(C)(C)P(C1=CC=C(C=C1)N(C)C)C(C)(C)C.C(C)(C)(C)P(C1=CC=C(C=C1)N(C)C)C(C)(C)C